BrC1=NN2C(C(=NC(=C2)NC(=O)C2CC2)C=2OC(=CC2)C)=N1 N-[2-bromo-8-(5-methylfuran-2-yl)-[1,2,4]triazolo[1,5-a]pyrazin-6-yl]cyclopropanecarboxamide